tert-butyl 4-(4-((1-methyl-1H-1,2,4-triazol-3-yl)methoxy)phenyl)-1H-imidazole-1-carboxylate CN1N=C(N=C1)COC1=CC=C(C=C1)C=1N=CN(C1)C(=O)OC(C)(C)C